2-(4-(1-(4-Fluoro-3-hydroxyphenyl)-1H-indazol-5-yl)phenyl)acetic acid FC1=C(C=C(C=C1)N1N=CC2=CC(=CC=C12)C1=CC=C(C=C1)CC(=O)O)O